N-[8-amino-6-(4-methylpyridin-3-yl)-5-(3-oxocyclopent-1-en-1-yl)-2,7-naphthyridin-3-yl]Cyclopropanecarboxamide NC=1N=C(C(=C2C=C(N=CC12)NC(=O)C1CC1)C1=CC(CC1)=O)C=1C=NC=CC1C